(R)-N-(1-(4-(6-amino-5-chloropyridin-3-yl)phenyl)pyrrolidin-3-yl)-N-methylmethanesulfonamide NC1=C(C=C(C=N1)C1=CC=C(C=C1)N1C[C@@H](CC1)N(S(=O)(=O)C)C)Cl